C(C(=C)C)(=O)OCC[NH+](C)C (2-(Methacryloyloxy)ethyl)dimethylammonium